2-methaneOxyethanol COCCO